FC(C1=C(C(O)=CC(=C1)C(F)(F)F)O)(F)F 3,5-bistrifluoromethyl-catechol